BrCC1=C(C(=C(C(=C1C)CBr)C)CBr)C 2,4,6-tribromomethyl-trimethylbenzene